O=C1NC(CCC1C1=NN(C2=C(C(=CC=C12)C1CCN(CC1)C[C@H]1[C@H](CN(CC1)C(=O)OC(C)(C)C)C)F)C)=O tert-butyl (3R,4R)-4-((4-(3-(2,6-dioxopiperidin-3-yl)-7-fluoro-1-methyl-1H-indazol-6-yl)piperidin-1-yl)methyl)-3-methylpiperidine-1-carboxylate